copper margarate C(CCCCCCCCCCCCCCCC)(=O)[O-].[Cu+2].C(CCCCCCCCCCCCCCCC)(=O)[O-]